2,2,2-trifluoro-N-[(4-methoxyphenyl)methyl]-1-(4-piperidyl)ethanamine trifluoroacetic acid salt FC(C(=O)O)(F)F.FC(C(NCC1=CC=C(C=C1)OC)C1CCNCC1)(F)F